3-(tert-butyl)-N-((1R)-1-(4-(7-(4-(4-(2,6-dioxopiperidin-3-yl)-3-methylphenethyl)piperazin-1-yl)-9H-pyrimido[4,5-b]indol-4-yl)-2-methylphenyl)ethyl)-1,2,4-oxadiazole-5-carboxamide C(C)(C)(C)C1=NOC(=N1)C(=O)N[C@H](C)C1=C(C=C(C=C1)C1=NC=NC=2NC3=CC(=CC=C3C21)N2CCN(CC2)CCC2=CC(=C(C=C2)C2C(NC(CC2)=O)=O)C)C